1-oxo-8-((5-oxotetrahydrofuran-3-yl)ethynyl)-2-phenyl-1,2-dihydroisoquinolin O=C1N(C=CC2=CC=CC(=C12)C#CC1COC(C1)=O)C1=CC=CC=C1